butyl 3-(benzo[d]oxazol-5-yloxy)azetidine-1-carboxylate O1C=NC2=C1C=CC(=C2)OC2CN(C2)C(=O)OCCCC